1-eicosyl-2-(8Z,11Z,14Z-eicosatrienoyl)-glycero-3-phosphocholine CCCCCCCCCCCCCCCCCCCCOC[C@H](COP(=O)([O-])OCC[N+](C)(C)C)OC(=O)CCCCCC/C=C\C/C=C\C/C=C\CCCCC